NC1=C(C=C(C(=N1)F)C1=CC=C(C=C1)C1CCN(CC1)C(=O)OC(C)(C)C)C=1C=C2CCNC(C2=CC1F)=O tert-butyl 4-(4-(6-amino-2-fluoro-5-(7-fluoro-1-oxo-1,2,3,4-tetrahydroisoquinolin-6-yl)pyridin-3-yl)phenyl)piperidine-1-carboxylate